S1C(=NC2=C1C=CC=C2)NC(=O)C=2C=CC=C1CCN(CC21)C2=CC=C(C(=N2)C(=O)O)C=2C=NN(C2)CC2CC(CCC2)(C)C 6-[8-(1,3-benzothiazol-2-ylcarbamoyl)-3,4-dihydroisoquinolin-2(1H)-yl]-3-{1-[(3,3-dimethylcyclohexyl)methyl]-1H-pyrazol-4-yl}pyridine-2-carboxylic acid